CNC(=O)C=1C=CC=2N3[C@@H](COCC2N1)CN(CC3)C(=O)OC(C)(C)C tert-Butyl (R)-9-(methylaminocarbonyl)-1,2,4a,5-tetrahydro-7H-pyrazino[2,1-c]pyrido[3,2-e][1,4]oxazepine-3(4H)-carboxylate